ClC1=CC=C(CN2C3(CN(C3)C=3C=NNC3)C(N(CC2=O)C(C)C)=O)C=C1 5-(4-chlorobenzyl)-8-isopropyl-2-(1H-pyrazol-4-yl)-2,5,8-triazaspiro-[3.5]nonane-6,9-dione